1,3-dipropyl-imidazolium C(CC)N1C=[N+](C=C1)CCC